N[C@H](C(=O)NC=1C=CC(=NC1)C(=O)NCCN(C)C)CC1=CC(=C(C=C1)O)[131I] (S)-5-(2-amino-3-(4-hydroxy-3-[131I]iodophenyl)propanamido)-N-(2-(dimethylamino)ethyl)picolinamide